6-hydroxy-5-oxo-4-{[1-(pyridin-3-yl)-1H-pyrazol-4-yl]methyl}-4,5-dihydrothieno[3,2-b]pyridine-7-carboxylic acid OC1=C(C2=C(N(C1=O)CC=1C=NN(C1)C=1C=NC=CC1)C=CS2)C(=O)O